1,1-dioxo-3,4-dihydro-2H-1λ6,2,4-benzothiadiazine O=S1(NCNC2=C1C=CC=C2)=O